3,7-dimethylnon-2,6-dienenitrile CC(=CC#N)CCC=C(CC)C